1-[(3-fluorophenyl)(phenyl)methyl]-4-(5-methylpyridine-3-carbonyl)piperazine FC=1C=C(C=CC1)C(N1CCN(CC1)C(=O)C=1C=NC=C(C1)C)C1=CC=CC=C1